N-[2-fluoro-4-(pyrazol-1-yl)phenyl]-2-(piperidin-4-ylidenemethyl)-1,6-naphthyridin-7-amine FC1=C(C=CC(=C1)N1N=CC=C1)NC1=NC=C2C=CC(=NC2=C1)C=C1CCNCC1